aminoethyl-aminopropylmethyl-dimethoxysilane disodium sulfosuccinate monocaprylate C(CCCCCCC)(=O)[O-].S(=O)(=O)(O)C(C(=O)[O-])CC(=O)O.[Na+].[Na+].NCCCO[Si](OC)(C)CCCN